4,7-bis[5-(2-ethylhexyl)-thieno[3,2-b]thiophen-2-yl]-5,6-dinitrobenzo[2,1,3]thiadiazole C(C)C(CC1=CC=2SC(=CC2S1)C1=C(C(=C(C2=NSN=C21)C2=CC1=C(S2)C=C(S1)CC(CCCC)CC)[N+](=O)[O-])[N+](=O)[O-])CCCC